Cl.ClC=1C(=NC(=CC1)OC)OC[C@@H]1N[C@@H]2C[C@@H]2C1 (1R,3R,5R)-3-(((3-chloro-6-methoxypyridin-2-yl)oxy)methyl)-2-azabicyclo[3.1.0]hexane hydrochloride